2-hydroxy-2-methyl-1-[4-2-hydroxyethoxyphenyl]-1-propanone OC(C(=O)C1=CC=C(C=C1)OCCO)(C)C